Ethyl 5-bromo-2-[(5-cyclopropyl-6-{[(2Z)-3-{[2-(trimethylsilyl)ethoxy]methyl}-2,3-dihydro-1,3-benzothiazol-2-ylidene]amino}pyridazin-3-yl)(methyl)amino]-1,3-thiazole-4-carboxylate BrC1=C(N=C(S1)N(C)C=1N=NC(=C(C1)C1CC1)\N=C\1/SC2=C(N1COCC[Si](C)(C)C)C=CC=C2)C(=O)OCC